cyclopropanal C1(CC1)C=O